beta-D-glucuronic acid tert-butyl ester C(C)(C)(C)OC([C@@H]1[C@H]([C@@H]([C@H]([C@H](O)O1)O)O)O)=O